2-((5-(2-((3R)-6-((3-(dimethylamino)-2-methyl-3-oxopropyl)amino)-2-methylhexan-3-yl)-2,6-diazaspiro[3.4]oct-6-yl)-1,2,4-triazin-6-yl)oxy)-N-ethyl-5-fluoro-N-isopropylbenzamide CN(C(C(CNCCC[C@H](C(C)C)N1CC2(C1)CN(CC2)C=2N=CN=NC2OC2=C(C(=O)N(C(C)C)CC)C=C(C=C2)F)C)=O)C